FC=1C=2N(C=C(C1)NC(=O)C1=CC=C(C3=CN(N=C13)CCOC)N1C[C@H](N([C@H](C1)C)C(=O)OC(C)(C)C)C)C=C(N2)C tert-butyl (2R,6S)-4-[7-({8-fluoro-2-methylimidazo[1,2-a]pyridin-6-yl} carbamoyl)-2-(2-methoxyethyl)indazol-4-yl]-2,6-dimethylpiperazine-1-carboxylate